2-benzyl-N-(2,6-dimethylphenyl)-8-methyl-4,5-dihydro-2H-furo[2,3-g]indazole-7-carboxamide C(C1=CC=CC=C1)N1N=C2C3=C(CCC2=C1)OC(=C3C)C(=O)NC3=C(C=CC=C3C)C